BrC1=CC=C(C=C1)C(C)(C)N1CCN(CC1)C 1-[1-(4-bromophenyl)-1-methyl-ethyl]-4-methyl-piperazine